CC(CC=O)CC=C(C)C 3,6-dimethylhept-5-enal